ClC(OC1=CC=C(C=C1)NC(C1=CN=C(C(=C1)C1=NNC=C1)N1CCN(CC1)C1CCN(CC1)CC1=CC=C(C=C1)N1C(NC(CC1)=O)=O)=O)(F)F N-(4-(chlorodifluoromethoxy)phenyl)-6-(4-(1-(4-(2,4-dioxotetrahydropyrimidin-1(2H)-yl)benzyl)piperidin-4-yl)piperazin-1-yl)-5-(1H-pyrazol-3-yl)nicotinamide